6-[(1S,2S)-2-(6-chloroimidazo[1,2-b]pyridazin-8-yl)cyclopropyl]-3-fluoro-1-(2,2,2-trifluoroethyl)pyrazolo[4,3-b]pyridine ClC=1C=C(C=2N(N1)C=CN2)[C@@H]2[C@H](C2)C=2C=C1C(=NC2)C(=NN1CC(F)(F)F)F